BrC1=NN(C(=C1)C(=O)NC=1C(=CC=2N(C1C(=O)NCC#C)N=CC2)C)C2=NC=CC=C2Cl 6-(3-Bromo-1-(3-chloropyridin-2-yl)-1H-pyrazole-5-carboxamido)-5-methyl-N-(prop-2-yn-1-yl)pyrazolo[1,5-a]pyridine-7-carboxamid